C(C)(=O)O[C@@H]1[C@@H]([C@@H](O[C@@]1(C#N)C1=CC=C2C(=NC=NN21)N)COC(=O)SCC)CC(=O)[O-] [(2R,3R,4R,5R)-4-acetoxy-5-(4-aminopyrrolo[2,1-f][1,2,4]triazin-7-yl)-5-cyano-2-(ethylsulfanylcarbonyloxymethyl)tetrahydrofuran-3-yl]acetate